tetraethyl-isopentyl-ethylenediamine sodium caprate Tert-butyl-(2-(3-(trifluoromethyl)-7-oxabicyclo[2.2.1]hepta-2,5-diene-2-carboxamido)ethyl)carbamate C(C)(C)(C)N(C([O-])=O)CCNC(=O)C=1C2C=CC(C1C(F)(F)F)O2.OC(=O)CCCCCCCCC.[Na+].C(C)C(C(N)(CC)CC)(NCCC(C)C)CC